[Na].C(N)(SCCSC(N)=S)=S ethylene bis-dithiocarbamate sodium